ClC1=CC(=C(COC2=CC=CC(=N2)C2=C(C=C(CC3=NC4=C(N3CCF)C=CC=C4)C=C2)F)C=C1)F 2-(4-(6-(4-Chloro-2-fluorobenzyloxy)pyridin-2-yl)-3-fluorobenzyl)-1-(2-fluoroethyl)-1H-benzo[d]imidazol